(2S,6R)-tert-butyl 4-((S)-3-amino-11-(4-fluorophenyl)-6-oxo-10-(trifluoromethyl)-2,3,4,6-tetrahydro-[1,4]thiazepino[2,3,4-ij]quinazolin-8-yl)-2,6-dimethylpiperazine-1-carboxylate N[C@H]1CN2C(N=C(C3=CC(=C(C(=C23)SC1)C1=CC=C(C=C1)F)C(F)(F)F)N1C[C@@H](N([C@@H](C1)C)C(=O)OC(C)(C)C)C)=O